(R)-N-(1-(3-(difluoromethyl)-2-fluorophenyl)ethyl)-6,7-dimethoxy-2-methylpyrido[2,3-d]pyrimidine-4-carboxylic acid FC(C=1C(=C(C=CC1)C(C)N1[C@@H](N=C(C2=C1N=C(C(=C2)OC)OC)C(=O)O)C)F)F